C(C)(C)(C)C1=NC=NC=C1/C=C/C(=O)O (E)-3-(4-(tert-butyl)pyrimidin-5-yl)acrylic acid